C(C)N1C2=CC=CC=C2SC=2C=C(C=CC12)C(=O)CCCCCC (10-ethyl-10H-phenothiazine-3-yl)-1-hexyl ketone